FC1=CC=C(C=2NC(=NC21)C(=O)O)C 4-fluoro-7-methyl-1H-benzo[d]imidazole-2-carboxylic acid